C(=O)(O)CC(C)CCC[C@@H](C)[C@H]1CC[C@H]2[C@@H]3CC=C4C[C@@H](O)CC[C@]4(C)[C@H]3CC[C@]12C carboxycholesterol